BrC1=CC=2C(C3=CC(=CC=C3C2C=C1)Br)(CCCCCCCCCCCCCCCCCC)CCCCCCCCCCCCCCCCCC 2,7-dibromo-9,9-dioctadecyl-fluorene